2,5-Dimethoxy-4-bromo-amphetamine COC1=C(CC(N)C)C=C(C(=C1)Br)OC